COC1=C(C=C(C=C1)OC)NC(=O)N1C[C@](CC1)(C=1SC=CN1)C1=CC(=C(C=C1)C)OC (R)-N-(2,5-dimethoxyphenyl)-3-(3-methoxy-4-methylphenyl)-3-(thiazol-2-yl)pyrrolidine-1-carboxamide